4-(6-(4-ethylphenyl)-3-((pyrrolidin-3-ylamino)methyl)benzofuran-5-yl)benzonitrile C(C)C1=CC=C(C=C1)C1=CC2=C(C(=CO2)CNC2CNCC2)C=C1C1=CC=C(C#N)C=C1